2,4-Dioctylthiomethyl-6-ethylphenol C(CCCCCCC)SCC1=C(C(=CC(=C1)CSCCCCCCCC)CC)O